n-dodecylbenzenesulphonate C(CCCCCCCCCCC)OS(=O)(=O)C1=CC=CC=C1